N-(2-hydroxy-4-methanesulfonylphenyl)-2-methyl-N-[3-(4-{[(1R,4R)-4-{2-oxa-6-azaspiro[3.3]heptan-6-yl}cyclohexyl]amino}-1-(2,2,2-trifluoroethyl)-1H-indol-2-yl)prop-2-yn-1-yl]propanamide OC1=C(C=CC(=C1)S(=O)(=O)C)N(C(C(C)C)=O)CC#CC=1N(C2=CC=CC(=C2C1)NC1CCC(CC1)N1CC2(COC2)C1)CC(F)(F)F